COC1=CC=C(C=C1)\N=C(\C1=CC=CC=C1)/C#N (Z)-alpha-(p-methoxyphenylimino)benzyl cyanide